4-[(3R)-3-(cyclobutylmethylamino)-1-piperidyl]-1-[[4-(5-methoxy-3-pyridyl)triazol-1-yl]methyl]pyridin-2-one tertbutyl-2-(2-hydroxyacetyl)-2,7-diazaspiro[3.5]nonane-7-carboxylate C(C)(C)(C)OC(=O)N1CCC2(CN(C2)C(CO)=O)CC1.C1(CCC1)CN[C@H]1CN(CCC1)C1=CC(N(C=C1)CN1N=NC(=C1)C=1C=NC=C(C1)OC)=O